1,4-Phenylene-diacetic acid C1(=CC=C(C=C1)CC(=O)O)CC(=O)O